ALLYLAMYLGLYCOLATE C(C=C)CCCCCC(C(=O)[O-])O